2-propyl-4-hydroxymethyl-7-methyl-octahydro-1H-cyclopenta[c]pyridin-6-ol C(CC)N1CC2C(C(C1)CO)CC(C2C)O